ClC1=C2C(=NC(=C1)OC)NC(=C2)C(=O)O 4-chloro-6-methoxy-1H-pyrrolo[2,3-b]pyridine-2-carboxylic acid